5-[(7R)-1-fluoro-3-hydroxy-7-{[(5-methyl-1,2-oxazol-3-yl)methyl]amino}-5,6,7,8-tetrahydronaphthalen-2-yl]-1λ6,2,5-thiadiazolidine-1,1,3-trione FC1=C(C(=CC=2CC[C@H](CC12)NCC1=NOC(=C1)C)O)N1CC(NS1(=O)=O)=O